1-(((2S)-4-((3-cyano-1-azetidinyl)sulfonyl)-2-piperazinyl)carbonyl)-N-(4-(trifluoromethyl)benzyl)-D-prolinamide C(#N)C1CN(C1)S(=O)(=O)N1C[C@H](NCC1)C(=O)N1[C@H](CCC1)C(=O)NCC1=CC=C(C=C1)C(F)(F)F